(S)-2-amino-3-((R)-5-oxo-4,5,6,7-tetrahydropyrazolo[1,5-a]pyrimidin-6-yl)propanamide N[C@H](C(=O)N)C[C@H]1C(NC=2N(C1)N=CC2)=O